[4-(6-amino-5-methoxy-1,3-benzoxazol-2-yl)cyclohexyl]methanol NC1=CC2=C(N=C(O2)C2CCC(CC2)CO)C=C1OC